triazasilacyclohexane [SiH2]1NNNCC1